C1(=CC=CC=C1)[C@H]([C@H]1CNC2=CC=CN=C2C1)NCCC1=CC(=CC=C1)CC1=NN=NN1 [(S)-phenyl((3R)-1,2,3,4-tetrahydro-1,5-naphthyridin-3-yl)methyl]({2-[3-(1H-1,2,3,4-tetrazol-5-ylmethyl)phenyl]ethyl})amine